BrC=1C=C2C(CC3(CNC(C3)=O)C2=CC1)=O 5-bromospiro[indene-1,3'-pyrrolidine]-3,5'(2H)-dione